4-bromo-6-chloro-N,N-bis(4-methoxybenzyl)pyridin-2-amine BrC1=CC(=NC(=C1)Cl)N(CC1=CC=C(C=C1)OC)CC1=CC=C(C=C1)OC